C=C=CC(CCCNC(=N)N)N The molecule is a member of the class of guanidines that is agmatine in which one of the methylene hydrogens adjacent to the primary amino group has been replaced by an allenyl group. It has a role as a Brassica napus metabolite and an EC 4.1.1.19 (arginine decarboxylase) inhibitor. It is a member of guanidines, a primary amino compound and a member of allenes. It derives from an agmatine.